O-acryloyl-L-tyrosine Hydrochloride salt Cl.C(C=C)(=O)OC1=CC=C(C[C@H](N)C(=O)O)C=C1